NC=1C2=C(NC(C1C1=NC3=C(N1)C=CC(=C3)N3C(C(N(C(C3([2H])[2H])([2H])[2H])C)([2H])[2H])([2H])[2H])=O)SC=C2 4-amino-5-(5-(4-methylpiperazin-1-yl-2,2,3,3,5,5,6,6-d8)-1H-benzo[d]imidazol-2-yl)thieno[2,3-b]pyridin-6(7H)-one